C1N(CC2=CC=CC=C12)CC=1OC=C(C(C1)=O)OCC1CCN(CC1)C(=O)N1CCCC1 2-(isoindolin-2-ylmethyl)-5-((1-(pyrrolidine-1-carbonyl)piperidin-4-yl)methoxy)-4H-pyran-4-one